C(C1CO1)OC1=CC=C(C=C1)C(C)(C)C para-tert.-butylphenyl glycidyl ether